(R)-tert-Butyl (2-(8-(benzyloxy)-2-oxo-1,2-dihydroquinolin-5-yl)-2-((tert-butyldimethylsilyl)oxy)ethyl)((1-benzylpiperidin-4-yl)methyl)carbamate C(C1=CC=CC=C1)OC=1C=CC(=C2C=CC(NC12)=O)[C@H](CN(C(OC(C)(C)C)=O)CC1CCN(CC1)CC1=CC=CC=C1)O[Si](C)(C)C(C)(C)C